NC=1C(=C([O-])C=CC1)C.NC=1C(=C([O-])C=CC1)C.[Y+2] yttrium bis(amino-methylphenoxide)